S1C=NC2=C1C=CC(=C2)NC2=C1C(=NC=C2)SC(=C1)C1C(N(CCCC1)C(=O)OC(C)(C)C)C tert-butyl 3-(4-(benzo[d]thiazol-5-ylamino) thieno[2,3-b]pyridin-2-yl)-2-methylazepan-1-carboxylate